2-(4-(3-chloro-2-methoxybenzyl)-2-(2-isopropylphenyl)piperazin-1-yl)-7-azaspiro[3.5]nonane ClC=1C(=C(CN2CC(N(CC2)C2CC3(C2)CCNCC3)C3=C(C=CC=C3)C(C)C)C=CC1)OC